8-(4-Benzylpiperazine-1-carbonyl)-5H-dibenzo[b,e][1,4]diazepin-11(10H)-one C(C1=CC=CC=C1)N1CCN(CC1)C(=O)C=1C=CC2=C(NC(C3=C(N2)C=CC=C3)=O)C1